acetate (Ethyl 2-cyano-2-(hydroximino)acetate) C(C)ON=C(C(=O)O)C#N.C(C)(=O)O